O[C@H]1CC[C@H](CC1)N1C(CNC=2C1=NC(=CN2)C=2C=NC(=CC2)C(C)(C)O)=O 1-(cis-4-hydroxycyclohexyl)-7-(6-(2-hydroxypropan-2-yl)pyridin-3-yl)-3,4-dihydropyrazino[2,3-b]pyrazin-2(1H)-one